6-(5-Fluoro-2-pyridinyl)-N-[(1R)-1-(5-methyl-1,2,4-oxadiazol-3-yl)ethyl]-8-tetrahydropyran-4-yloxy-quinazolin-4-amine FC=1C=CC(=NC1)C=1C=C2C(=NC=NC2=C(C1)OC1CCOCC1)N[C@H](C)C1=NOC(=N1)C